FC(C1=C(C=CC=C1)CN1C(=NC=2CNCCC21)C(=O)OC)(F)F methyl 1-[[2-(trifluoromethyl) phenyl] methyl]-1h,4h,5h,6h,7h-imidazo[4,5-c]pyridine-2-carboxylate